2-[6-[(3aR,7aS)-6-methyl-3,3a,4,5,7,7a-hexahydro-2H-pyrrolo[2,3-c]pyridin-1-yl]pyridazin-3-yl]-3-ethyl-phenol CN1C[C@@H]2[C@H](CC1)CCN2C2=CC=C(N=N2)C2=C(C=CC=C2CC)O